C(C1=CC=CC=C1)N(CCOC1CCC(CC1)OCCOCCOCCC(=O)OC(C)(C)C)CC1=CC=CC=C1 tert-butyl 3-(2-(2-(((1r,4r)-4-(2-(dibenzylamino)ethoxy)cyclohexyl)oxy)ethoxy)ethoxy)propanoate